COC=1C=CC2=C(C(=NC(C=3C2=CN(C(C3)=O)C)CC(=O)NCC)C3=NC=CC=C3)C1 2-(9-methoxy-2-methyl-3-oxo-7-(pyridin-2-yl)-3,5-dihydro-2H-benzo[c]pyrido[3,4-e]azepin-5-yl)-N-ethylacetamide